C(C1=CC=CC=C1)OC(NC12CC(C1)(C2)C=O)=O 3-Formylbicyclo[1.1.1]pentan-1-ylcarbamic acid benzyl ester